C(N)(OC(C1=C(C=CC(=C1)C(C)=NOCC1=CC(=CC=C1)C)Cl)C)=O.[N].[Sc] Scandium nitrogen methyl-(2-chloro-5-[1-(3-methylbenzyloxy-imino)-ethyl] benzyl) carbamate